N[C@@H]1[C@@H](OCC12CCN(CC2)C=2N=C(C(=NC2CO)C=2C(=C(C=CC2)P(C)(C)=O)Cl)C)C (3-(5-((3S,4S)-4-amino-3-methyl-2-oxa-8-azaspiro[4.5]decan-8-yl)-6-(hydroxymethyl)-3-methylpyrazin-2-yl)-2-chlorophenyl)dimethylphosphine oxide